1-((6-(2,2,2-Trifluoroethoxy)pyrimidin-4-yl)methyl)-3-(2-(1-(trifluoromethyl)cyclopropyl)ethyl)urea FC(COC1=CC(=NC=N1)CNC(=O)NCCC1(CC1)C(F)(F)F)(F)F